C(C)(=O)C1=C(C(=NC(=C1C)NC1=NNC(=C1)C)CC1(CCN(CC1)CC1=C(C(=CC=C1)Cl)F)C(=O)O)F 4-((4-acetyl-3-fluoro-5-methyl-6-((5-methyl-1H-pyrazol-3-yl)amino)pyridin-2-yl)methyl)-1-(3-chloro-2-fluorobenzyl)piperidine-4-carboxylic acid